5-fluoro-6-methoxy-N-methylpicolinamide FC=1C=CC(=NC1OC)C(=O)NC